4-((4-(2-cyanovinyl)-2,6-difluorophenyl)amino)-6-nitroquinazolin C(#N)C=CC1=CC(=C(C(=C1)F)NC1=NC=NC2=CC=C(C=C12)[N+](=O)[O-])F